(E)-1-(2-aminomethyl-3-fluoroallyl)-N-ethyl-1H-pyrrole-3-carboxamide hydrochloride Cl.NC/C(/CN1C=C(C=C1)C(=O)NCC)=C\F